(2s,4r)-5-cyano-2-(((((trans)-4-hydroxy-4-methylcyclohexyl)amino)methyl)-2-phenyl-2,3-dihydrobenzofuran-4-yl)-3-fluoro-4-methoxy-N-methylbenzamide C(#N)C=1C(=C(C(=C(C(=O)NC)C1)C1=CC=CC2=C1C[C@](O2)(C2=CC=CC=C2)CNC2CCC(CC2)(C)O)F)OC